trifluoro-phenanthrene FC=1C(=C(C=2C=CC3=CC=CC=C3C2C1)F)F